C(=O)(O)C1=C2C=CC(C(=C3C=CC(=C(C=4C=CC(=C(C5=CC=C1N5)C(=O)O)N4)C(=O)O)N3)C(=O)O)=N2.[Zn] zinc tetracarboxyl-porphyrin